N-((1S,3R)-1-(2,6-difluoro-4-((1-(3-fluoropropyl)azetidin-3-yl)amino)phenyl)-5-fluoro-2-(2-fluoro-2-methylpropyl)-3-methyl-1,2,3,4-tetrahydroisoquinolin-6-yl)ethanesulfonamide FC1=C(C(=CC(=C1)NC1CN(C1)CCCF)F)[C@H]1N([C@@H](CC2=C(C(=CC=C12)NS(=O)(=O)CC)F)C)CC(C)(C)F